(E)-N-(2-isopropylphenyl)-3-(2-oxo-2,3-dihydrobenzo[d]oxazol-5-yl)acrylamide C(C)(C)C1=C(C=CC=C1)NC(\C=C\C=1C=CC2=C(NC(O2)=O)C1)=O